C1(CC1)CN1CCN(CC1)C=1C=CC(=C(C(=O)N[C@H](C)C2=CC(=C(C=C2)OC)OC)C1)CCC(NNC(C=C)=O)=O 5-[4-(Cyclopropylmethyl)piperazin-1-yl]-N-[(1R)-1-(3,4-dimethoxyphenyl)ethyl]-2-[3-oxo-3-(2-prop-2-enoylhydrazino)propyl]benzamide